SC(C(=O)OC(CCCCCCC)OC(C(C)(C)S)=O)(C)C octaneDiol bis(2-mercaptoisobutyrate)